C12CC(CC(C1)C2)OC2=C(C=C(C=C2O)NC(=O)C=2N=C(OC2CN(C)CC)N2CC(C2)(OC)CC)F N-(4-(bicyclo[3.1.1]heptan-3-yloxy)-3-fluoro-5-hydroxyphenyl)-5-((ethyl(methyl)amino)methyl)-2-(3-ethyl-3-methoxyazetidin-1-yl)oxazole-4-carboxamide